FC1=C(C=CC(=C1)F)C=1C=NC=2N(C1)C=C(N2)COC=2C=NC=CC2 6-(2,4-difluorophenyl)-2-(pyridin-3-yloxymethyl)imidazo[1,2-a]pyrimidine